[Br-].C(C)(C)N1CN(C=C1)C(C)C 1,3-diisopropylimidazole bromide